BrC=1C(=NN(C1)C)C1=NC=CC(=C1)F 2-(4-bromo-1-methyl-1H-pyrazol-3-yl)-4-fluoropyridine